4-((2-formylphenyl)amino)-2-methyl-5-phenyl-N-(quinoline-8-yl)valeramide C(=O)C1=C(C=CC=C1)NC(CC(C(=O)NC=1C=CC=C2C=CC=NC12)C)CC1=CC=CC=C1